CC1(C(C2C(CC1)O2)(C)C)C(=O)[O-] methyl-2,2-dimethyl-3,4-epoxycyclohexyl-carboxylate